(R)-3-fluoro-4-(3-isopropyl-2,5-dioxo-4-(4-(trifluoromethyl)benzyl)piperazin-1-yl)benzonitrile FC=1C=C(C#N)C=CC1N1C([C@H](N(C(C1)=O)CC1=CC=C(C=C1)C(F)(F)F)C(C)C)=O